3-(2,5-Dimethoxyphenyl)-3-oxopropanenitrile COC1=C(C=C(C=C1)OC)C(CC#N)=O